2-(2,3-Dimethyl-1H-indol-6-yl)-2-(4-hydroxyphenyl)-2-(4-methoxyphenyl)acetonitrile CC=1NC2=CC(=CC=C2C1C)C(C#N)(C1=CC=C(C=C1)OC)C1=CC=C(C=C1)O